3-Bromo-2-fluoro-5-isopropoxybenzaldehyde BrC=1C(=C(C=O)C=C(C1)OC(C)C)F